m-phenylenediamine zinc [Zn].C1(=CC(=CC=C1)N)N